dimethyl-1-[(1S,2R)-2-octylcyclopropyl]hexadecan-8-amine CC(CCCCCCC(CCCCCCCC)N)([C@@H]1[C@@H](C1)CCCCCCCC)C